C(C)N1C(C(C2=CC(=CC=C12)C)(CC1=CN=NC=C1)CC1=CN=NC=C1)=O 1-ethyl-5-methyl-3,3-bis(pyridazin-4-ylmethyl)indolin-2-one